(2R,3R,4S,5R)-5-[6-(1-ETHYLPROPYLAMINO)-2-(TRIFLUOROMETHYL)PURIN-9-YL]-4-FLUORO-2-(HYDROXYMETHYL)TETRAHYDROFURAN-3-OL C(C)C(CC)NC1=C2N=CN(C2=NC(=N1)C(F)(F)F)[C@H]1[C@H]([C@@H]([C@H](O1)CO)O)F